N-[(3R,5R)-1-{2-[1-(cyclopropylmethyl)-1H-pyrrolo[2,3-b]pyridin-2-yl]-7-methoxy-1-methyl-1H-1,3-benzodiazole-5-carbonyl}-5-hydroxypiperidin-3-yl]-N-methylcarbamic acid benzyl ester C(C1=CC=CC=C1)OC(N(C)[C@H]1CN(C[C@@H](C1)O)C(=O)C1=CC2=C(N(C(=N2)C2=CC=3C(=NC=CC3)N2CC2CC2)C)C(=C1)OC)=O